FC(C=1C=C(C=CC1)[C@@H](C)NC=1C2=C(N=C(N1)C)C=NC(=C2)OCC)F N-{(1R)-1-[3-(difluoromethyl)phenyl]ethyl}-6-ethoxy-2-methylpyrido[3,4-d]pyrimidin-4-amine